(R)-4-{2-[4-(2-(2,4-dimethyl-3-oxopiperazin-1-yl)ethoxy)phenyl]quinolin-6-yl}-1H-pyrrolo[2,3-c]pyridin-7(6H)-one C[C@H]1N(CCN(C1=O)C)CCOC1=CC=C(C=C1)C1=NC2=CC=C(C=C2C=C1)C=1C2=C(C(NC1)=O)NC=C2